ClC1=CC(=C(C(=O)N(C)C2=CC=3OC(C(=CC3S2)C(=O)O)=O)C=C1)OCC 2-(4-chloro-2-ethoxy-N-methylbenzamido)-5-oxo-5H-thieno[3,2-b]pyran-6-carboxylic acid